4-(3-aminophenoxy)-N-(3,5-difluoro-4-(2-methoxyethoxy)phenyl)-7H-pyrrolo[2,3-d]pyrimidin-2-amine NC=1C=C(OC=2C3=C(N=C(N2)NC2=CC(=C(C(=C2)F)OCCOC)F)NC=C3)C=CC1